2-(3-isothiocyanatophenyl)-3-(3,3,3-trifluoro-1-(thiophen-2-yl)propyl)-1H-indole N(=C=S)C=1C=C(C=CC1)C=1NC2=CC=CC=C2C1C(CC(F)(F)F)C=1SC=CC1